2-((1-phenylethyl)thio)pyridine methyl-3-benzylsulfanyl-2-bromo-benzoate COC(C1=C(C(=CC=C1)SCC1=CC=CC=C1)Br)=O.C1(=CC=CC=C1)C(C)SC1=NC=CC=C1